C1(CC1)C1=C(C=C(C=C1)C(NC(=O)C1N(CC(C1)F)C(CC1=C2C=CC=NC2=CC=C1)=O)C1=CC=CC=C1)F N-[(4-cyclopropyl-3-fluorophenyl)(phenyl)methyl]-4-fluoro-1-[2-(quinolin-5-yl)acetyl]pyrrolidine-2-carboxamide